2-(4-Bromophenyl)-4-(1,3-dioxolan-2-yl)butyronitrile BrC1=CC=C(C=C1)C(C#N)CCC1OCCO1